C(C)OC(=O)C1CCN(CC1)C1=CC(=C(C=C1)Br)OC 1-(4-bromo-3-methoxyphenyl)piperidine-4-carboxylic acid ethyl ester